(S)-ethyl 6-((2-aminopropyl)amino)-4-oxo-1,4-dihydroquinoline-3-carboxylate N[C@H](CNC=1C=C2C(C(=CNC2=CC1)C(=O)OCC)=O)C